C(C1=CC=CC=C1)OC=1C=C2C=C(NC2=CC1)C(=O)NCCN1CCC(CC1)CC1=CC=CC=C1 5-(benzyloxy)-N-(2-(4-benzylpiperidin-1-yl)ethyl)-1H-indole-2-carboxamide